COC1=C(NCC#CC=2C=C(C=3C=NN(C3C2)CC(F)(F)F)C(=O)OC)C=CC(=C1)S(=O)(=O)C methyl 6-[3-(2-methoxy-4-methylsulfonyl-anilino)prop-1-ynyl]-1-(2,2,2-trifluoroethyl)indazole-4-carboxylate